diphenylmethylene(2,7-di-tert-butylfluorenyl)(fluorenyl)hafnium C1(=CC=CC=C1)C(C1=CC=CC=C1)=[Hf](C1=CC=CC=2C3=CC=CC=C3CC12)C1=C(C=CC=2C3=CC=C(C=C3CC12)C(C)(C)C)C(C)(C)C